N-[(1S,2S)-1-[[(2S)-2-cyano-4,4-difluoro-1-pyrrolidinyl]carbonyl]-2-methylbutyl]-benzo[b]thiophene-2-carboxamide C(#N)[C@H]1N(CC(C1)(F)F)C(=O)[C@H]([C@H](CC)C)NC(=O)C1=CC2=C(S1)C=CC=C2